3-(5-(4-((1-acetyl-1,7-diazaspiro[4.4]nonan-7-yl)methyl)-3-fluoropyridin-2-yl)-1-oxoisoindolin-2-yl)piperidine-2,6-dione C(C)(=O)N1CCCC12CN(CC2)CC2=C(C(=NC=C2)C=2C=C1CN(C(C1=CC2)=O)C2C(NC(CC2)=O)=O)F